(2R,5S)-4-(2-Amino-2-methylpropanoyl)-N-(1-(4-((4-aminopiperidin-1-yl)methyl)phenyl)-2-oxo-1,2-dihydropyrimidin-4-yl)-2,5-dimethylpiperazine-1-carboxamide hydrochloride salt Cl.NC(C(=O)N1C[C@H](N(C[C@@H]1C)C(=O)NC1=NC(N(C=C1)C1=CC=C(C=C1)CN1CCC(CC1)N)=O)C)(C)C